COC(C1=CC(=CC=C1)NC=1C2=C(N=C(N1)N1CC(C1)(O)C1=CC(=C(C=C1)OC)Cl)CC[S@]2=O)=O |r| (R/S)-3-((2-(3-(3-chloro-4-methoxyphenyl)-3-hydroxyazetidine-1-yl)-5-oxido-6,7-dihydrothieno[3,2-d]pyrimidin-4-yl)amino)benzoic acid methyl ester